4-Bromo-2-fluoro-N-(2,2,2-trifluoroethyl)benzamide BrC1=CC(=C(C(=O)NCC(F)(F)F)C=C1)F